NC1=C(C=CC=C1)CC1=CC2=C(N=C(N=C2)NC2=CC=C(C=C2)N2CCN(CC2)C)N(C1=O)C 6-[(2-aminophenyl)methyl]-8-methyl-2-[4-(4-methylpiperazin-1-yl)anilino]pyrido[2,3-d]pyrimidin-7-one